4-isopropyl-1-methyl-bicyclo[2.2.2]-5-octene C(C)(C)C12CCC(C=C1)(CC2)C